1-(4-(((R)-1-(3-(difluoromethyl)-2-fluorophenyl)ethyl)amino)-2,10-dimethyl-9,10-dihydro-8H-[1,4]oxazino[2,3-H]quinazolin-6-yl)cyclohexane-1,4-diol FC(C=1C(=C(C=CC1)[C@@H](C)NC1=NC(=NC2=C3C(=C(C=C12)C1(CCC(CC1)O)O)OCCN3C)C)F)F